ClC1=C(C=C(C(=C1)Cl)OC)NC1=C(C=NC2=CC(=C(C=C12)OC)OCCCN1CCN(CC1)CC1=CC(=C(C=C1)C1C(NC(CC1)=O)=O)F)C#N 4-((2,4-dichloro-5-methoxyphenyl)amino)-7-(3-(4-(4-(2,6-dioxopiperidin-3-yl)-3-fluorobenzyl)piperazin-1-yl)propoxy)-6-methoxyquinoline-3-carbonitrile